tert-butyl 4-(4-(3-(3-(methylsulfonamidomethyl)phenyl)furo[3,2-b]pyridin-6-yl)phenyl)piperazine-1-carboxylate CS(=O)(=O)NCC=1C=C(C=CC1)C1=COC=2C1=NC=C(C2)C2=CC=C(C=C2)N2CCN(CC2)C(=O)OC(C)(C)C